[K+].S(=O)(=O)([O-])OC1=CC=C(C=C1)C p-cresol sulfate potassium salt